C(CO)C(=O)[O-] 3-Hydropropionic acid